cobalt-zinc-iron oxide [O-2].[Fe+2].[Zn+2].[Co+2].[O-2].[O-2]